ethyl 4-bromo-2-(difluoromethyl)-6-methylbenzoate BrC1=CC(=C(C(=O)OCC)C(=C1)C)C(F)F